CN(C1=C2C(=NC=C1C(=O)OCC)N(C=C2)S(=O)(=O)C2=CC=C(C)C=C2)C2CCC(CC2)COS(=O)(=O)C2=CC=C(C)C=C2 ethyl 4-(methyl ((1r,4r)-4-((p-toluenesulfonyloxy) methyl) cyclohexyl) amino)-1-p-toluenesulfonyl-1H-pyrrolo[2,3-b]pyridine-5-carboxylate